3-amino-3,3-dideuterio-1-propanesulfonic acid NC(CCS(=O)(=O)O)([2H])[2H]